C1=CC=C(C=2C3=CC=CC=C3C=CC12)NC1=CC=CC=C1 N-(4-phenanthryl)aniline